[Pd+2].ClC1=C(C(=C(C2=CC=CC=C12)C1=C(C=CC2=CC=CC=C12)P(C1=CC=CC=C1)C1=CC=CC=C1)P(C1=CC=CC=C1)C1=CC=CC=C1)Cl dichloro[(R)-(+)-2,2'-bis(diphenylphosphino)-1,1'-binaphthyl] palladium (II)